O=C1NC(CCC1N1C(N(C2=C1C=CC(=C2)C2CCN(CC2)CC2(CCC(CC2)NC(OC(C)(C)C)=O)O)C)=O)=O tert-butyl N-[4-[[4-[1-(2,6-dioxo-3-piperidyl)-3-methyl-2-oxo-benzimidazol-5-yl]-1-piperidyl]methyl]-4-hydroxy-cyclohexyl]carbamate